6,10-dimethylundec-yl acetate C(C)(=O)OCCCCCC(CCCC(C)C)C